C(C)N1C2=NC(=NC(=C2N=C1)N1CCOCC1)N1N=C(C(=C1)C1=NC=CC=C1)OC 4-(9-ethyl-2-(3-methoxy-4-(pyridin-2-yl)-1H-pyrazol-1-yl)-9H-purin-6-yl)morpholine